ethyl 5-oxo-2-(2,2,2-trifluoroethylidene)tetrahydro-1H-pyrrolizine-7a(5H)-carboxylate O=C1N2CC(CC2(CC1)C(=O)OCC)=CC(F)(F)F